2-(Quinolin-5-yl)oxazole N1=CC=CC2=C(C=CC=C12)C=1OC=CN1